2-(3-hydroxy-4-(5H-imidazo[5,1-a]isoindol-5-yl)piperidin-1-yl)acetonitrile OC1CN(CCC1C1N2C(C3=CC=CC=C13)=CN=C2)CC#N